C(#N)C=1C=C(C=CC1)C1=CC(=NC(=N1)NCC(C)(C)O)C=1N=NN(C1)CC1=CC=CC(=N1)N1[C@@H](CCC1)C(=O)OC Methyl (S)-1-[6-({4-[6-(m-cyanophenyl)-2-(2-hydroxy-2-methylpropylamino)-4-pyrimidinyl]-1H-1,2,3-triazol-1-yl}methyl)-2-pyridyl]-2-pyrrolidinecarboxylate